CN1CCC(CC1)NC(=O)C1=CC(=C(NO)C=C1)OC(F)(F)F 4-[(1-methyl-4-piperidyl)carbamoyl]-2-(trifluoromethoxy)anilinol